C1(CC1)[C@H](CC(=O)NC[C@H](CC1=CC=C(C=C1)O)N(C)C)C=1C=NC(=NC1)C (S)-3-cyclopropyl-N-((S)-2-(dimethylamino)-3-(4-hydroxyphenyl)propyl)-3-(2-methylpyrimidin-5-yl)propanamide